1-phenyl-1H-pyrazol-4-yl-acrylic acid C1(=CC=CC=C1)N1N=CC(=C1)C(C(=O)O)=C